(R)-4-(3-(3-cyclopropyl-1H-pyrazol-5-yl)-7-(1-(methylsulfonyl)cyclopropyl)pyrazolo[1,5-a]pyrimidin-5-yl)-3-methylmorpholine C1(CC1)C1=NNC(=C1)C=1C=NN2C1N=C(C=C2C2(CC2)S(=O)(=O)C)N2[C@@H](COCC2)C